FC=1C=CC(=C(C1)C1=C(C=CC=C1)C(C)C)OC=1C(=NC=NC1)N1CC2(C1)CNC2 2-(5-((5-fluoro-2'-isopropyl-[1,1'-biphenyl]-2-yl)oxy)pyrimidin-4-yl)-2,6-diazaspiro[3.3]heptane